N1=C(C=C(C=C1)C1(CC1)C1=NNC=2N=C(NC(C21)=O)N2CCC1(CC2)[C@@H](C2=CC=CC=C2C1)N)C1=NC=CC=C1 (S)-3-(1-([2,2'-bi-pyridin]-4-yl)cyclopropyl)-6-(1-amino-1,3-dihydrospiro[indene-2,4'-piperidin]-1'-yl)-1,5-dihydro-4H-pyrazolo[3,4-d]pyrimidin-4-one